OC1=C(C(=O)C2=CC=C(C=C2)CCCCCCCC)C=CC(=C1)O 2,4-dihydroxy-4'-n-octylbenzophenone